C(C)(C)(C)OCCN1C(C2=CC(=CC=C2C1)B1OC(C(O1)(C)C)(C)C)=O 2-[2-(tert-butoxy)ethyl]-6-(4,4,5,5-tetramethyl-1,3,2-dioxaborolan-2-yl)-2,3-dihydro-1H-isoindol-1-one